FC(S(=O)(=O)OC=1N=CC2=C(N1)N(C(C=C2)=O)C(C)C)(F)F 7-oxo-8-(prop-2-yl)-7,8-dihydropyrido[2,3-d]Pyrimidin-2-yl trifluoromethanesulfonate